ClC1=C2C=CNC2=CC(=C1)NC1=CC(=CC(=N1)C#N)NC1=CC(=C(C=C1)F)F 6-[(4-chloro-1H-indol-6-yl)amino]-4-[(3,4-difluorophenyl)amino]pyridine-2-carbonitrile